deoxy-3-amino-glucose N[C@](CC=O)(O)[C@H](O)[C@H](O)CO